N-hydroxy-6-(3-(4-((5-nitro-1H-indol-3-yl)methyl)phenyl)ureido)hexanamide ONC(CCCCCNC(=O)NC1=CC=C(C=C1)CC1=CNC2=CC=C(C=C12)[N+](=O)[O-])=O